BrC=1C=CC(=C(C1)C(C(C1=CC=C(C=C1)OCC)C1=C(C=CC(=C1)Br)Cl)C1=CC=C(C=C1)OCC)Cl 1,2-Bis(5-bromo-2-chlorophenyl)-1,2-bis(4-ethoxyphenyl)ethane